(15R)-5-(5-chloro-2-vinyl-4-pyridyl)-15-methyl-11-thia-6,14,17-triazatetracyclo[8.8.0.0^2,7.0^12,18]octadeca-1(10),2(7),3,5,8,12(18)-hexaen-13-one ClC=1C(=CC(=NC1)C=C)C=1C=CC=2C=3C=4NC[C@H](NC(C4SC3C=CC2N1)=O)C